S1C(=CC=C1)CN(C(=O)OCCCC(CCOCOC(=O)N(CC=1SC=CC1)CC=1SC=CC1)N(C)C)CC=1SC=CC1 1-[bis(2-thienylmethyl)aminocarbonyloxymethyl]-5-[bis(2-thienylmethyl)aminocarbonyloxymethoxy]-3-(dimethylamino)pentane